1-(2-((5-(8-fluoroimidazo[1,2-a]pyridin-6-yl)-4-methoxy-7H-pyrrolo[2,3-d]pyrimidin-2-yl)amino)-7-azaspiro[3.5]nonan-7-yl)ethan-1-one FC=1C=2N(C=C(C1)C1=CNC=3N=C(N=C(C31)OC)NC3CC1(C3)CCN(CC1)C(C)=O)C=CN2